(5-(1-benzyl-5-methoxy-1H-pyrazol-3-yl)-1-oxoisoindolin-2-yl)piperidine-2,6-dione C(C1=CC=CC=C1)N1N=C(C=C1OC)C=1C=C2CN(C(C2=CC1)=O)N1C(CCCC1=O)=O